Ethyl 4-cyano-6-[2-methyl-2-[(2-methylpropan-2-yl)oxycarbonylamino]propoxy]-2,3-dihydro-1H-indene-2-carboxylate C(#N)C1=C2CC(CC2=CC(=C1)OCC(C)(NC(=O)OC(C)(C)C)C)C(=O)OCC